C(#N)CN1N=C(C(=C1)C1=CN=C(N1C)C(=O)NC1=CC(=C(C(=C1)C)C(=O)N1CCN(CC1)C(=O)[C@@H]1CNCC1)F)C(F)(F)F 5-[1-(cyanomethyl)-3-(trifluoromethyl)pyrazol-4-yl]-N-[3-fluoro-5-methyl-4-[4-[(3S)-pyrrolidine-3-carbonyl]piperazine-1-carbonyl]phenyl]-1-methylimidazole-2-carboxamide